FC=1C=C(C=CC1)[C@H](CNC(CC1CCC(CC1)O)(C)C)O (1S,4s)-4-(2-(((R)-2-(3-fluorophenyl)-2-hydroxyethyl)amino)-2-methylpropyl)cyclohexan-1-ol